C(C)(C)(C)C=1OC2=CC(C=CC2=C(C1)C=CC=CC=C1N(C2=CC=C(C=C2C1(C)C)S(=O)(=O)[O-])CCCCCC(=O)O)=[N+](CC)CC 2-[5-(2-tert-butyl-7-diethylazaniumylidenechromen-4-yl)penta-2,4-dienylidene]-1-(5-carboxypentyl)-3,3-dimethylindole-5-sulphonate